(2R)-2-(6-{5-chloro-2-[(oxacyclohex-4-yl)amino]pyrimidin-4-yl}-1-oxo-2,3-dihydro-1H-isoindol-2-yl)-N-[(1S)-1-(2-fluoro-5-methylphenyl)-2-hydroxyethyl]propionamide ClC=1C(=NC(=NC1)NC1CCOCC1)C1=CC=C2CN(C(C2=C1)=O)[C@@H](C(=O)N[C@H](CO)C1=C(C=CC(=C1)C)F)C